(3s,4r)-3-ethyl-4-((1-methyl-1H-imidazol-5-yl)methyl)dihydrofuran-2(3H)-one C(C)[C@@H]1C(OC[C@@H]1CC1=CN=CN1C)=O